CC(C(CCC(=O)O)CC)C 5-methyl-4-ethylhexanoic acid